ClC1=CC(=C(CNC=2C=CC(=C(C2)C=2CCN(CC2)CC2=NC3=C(N2C[C@H]2OCC2)C=C(C=C3)C(=O)O)F)C=C1)F (S)-2-((4-(5-((4-chloro-2-fluorobenzyl)amino)-2-fluorophenyl)-3,6-dihydropyridin-1(2H)-yl)methyl)-1-(oxetan-2-ylmethyl)-1H-benzo[d]imidazole-6-carboxylic acid